(2S,4S)-1-((R)-2-amino-5-oxo-5-pyrrolidin-1-yl-pentanoyl)-4-(3-chloro-benzyl)-pyrrolidine-2-carboxylic acid (1-methyl-1H-benzotriazol-5-ylmethyl)-amide CN1N=NC2=C1C=CC(=C2)CNC(=O)[C@H]2N(C[C@H](C2)CC2=CC(=CC=C2)Cl)C([C@@H](CCC(N2CCCC2)=O)N)=O